NC=1C(=C(C=CC1)NC(=O)C1=NN(C=C1)C)Cl N-(3-amino-2-chlorophenyl)-1-methyl-1H-pyrazole-3-carboxamide